5-([2,4'-bipyridin]-4-yloxy)pyridin-2-amine N1=C(C=C(C=C1)OC=1C=CC(=NC1)N)C1=CC=NC=C1